(S)-6-(1-amino-1,3-dihydrospiro[indene-2,4'-piperidine]-1'-yl)-3-(7,7-dimethyl-2-(trifluoromethyl)-7,8-dihydroquinolin-5-yl)-1,5-dihydro-4H-pyrazolo[3,4-d]pyrimidin-4-one N[C@@H]1C2=CC=CC=C2CC12CCN(CC2)C=2NC(C1=C(N2)NN=C1C=1C=2C=CC(=NC2CC(C1)(C)C)C(F)(F)F)=O